N[C@@H]1CC[C@H](CC1)N(C(OCC1=NC=CC=C1)=O)C1=NC=C(C=C1)C=1C=NC(=NC1)OC pyridin-2-ylmethyl (trans-4-aminocyclohexyl)(5-(2-methoxypyrimidin-5-yl)pyridin-2-yl)carbamate